N1C(=NC2=C1C=CC=C2)C(N2C(C1=CC(=CC=C1C2)C#CCN2CCS(CC2)(=O)=O)=O)C2=C(C=CC(=C2)F)O 2-[1H-benzimidazol-2-yl-(5-fluoro-2-hydroxy-phenyl)methyl]-6-[3-(1,1-dioxo-1,4-thiazinan-4-yl)prop-1-ynyl]isoindolin-1-one